(R)-phenoxymethyl ethylene oxide O(C1=CC=CC=C1)C[C@H]1CO1